C(#N)C=1C(=NC(=C(C1)F)C=1C=NN2C1N=C(C(=C2)OC)C(C)(C)O)N[C@H]2CN(CCC2)C(=O)OC(C)(C)C tert-butyl (3R)-3-[[3-cyano-5-fluoro-6-[5-(1-hydroxy-1-methyl-ethyl)-6-methoxy-pyrazolo[1,5-a]pyrimidin-3-yl]-2-pyridyl]amino]piperidine-1-carboxylate